S1(CCC(CC1)C(=O)[O-])(=O)=O tetrahydro-2H-thiopyran-4-carboxylate 1,1-dioxide